C=C.[Li] lithium ethylene